COC=1C=CC=C2C=CC=C(C12)CCCC(C)NC (2-(8-methoxynaphthalen-1-yl)ethyl)-N-methylpropan-2-amine